2-[[5-ethylsulfanyl-2-methyl-6-[3-methyl-6-(trifluoromethyl)imidazo[4,5-b]pyridin-2-yl]-3-pyridinyl]oxy]acetonitrile C(C)SC=1C=C(C(=NC1C1=NC=2C(=NC=C(C2)C(F)(F)F)N1C)C)OCC#N